IC=1NN=C2N=C(N(C(C21)=O)C)N2CCC1([C@@H]([C@@H](OC1)C)NC(OC(C)(C)C)=O)CC2 tert-butyl ((3S,4S)-8-(3-iodo-5-methyl-4-oxo-4,5-dihydro-2H-pyrazolo[3,4-d]pyrimidin-6-yl)-3-methyl-2-oxa-8-azaspiro[4.5]decan-4-yl)carbamate